[C+4].[Si+4].P(=O)([O-])([O-])F.P(=O)([O-])([O-])F.P(=O)([O-])([O-])F.P(=O)([O-])([O-])F.C(CCC)N1C(N(C=C1)C)C 1-butyl-2,3-dimethyl-imidazole tetrafluorophosphate Silicon carbon